CN(C(OCCOCC=C)=O)C 2-allyloxyethyl N,N-dimethylcarbamate